3-(2-((4-((6-((5-fluoro-4-(4-fluoro-1-isopropyl-2-methyl-1H-benzo[d]imidazol-6-yl)pyrimidin-2-yl)amino)pyridin-3-yl)methyl)piperazin-1-yl)methyl)phenyl)piperidine-2,6-dione FC=1C(=NC(=NC1)NC1=CC=C(C=N1)CN1CCN(CC1)CC1=C(C=CC=C1)C1C(NC(CC1)=O)=O)C=1C=C(C2=C(N(C(=N2)C)C(C)C)C1)F